FC(C=1C(=NC=CN1)CN)(F)F 1-[3-(trifluoromethyl)pyrazin-2-yl]Methylamine